tert-butyl (S)-(2-((3-bromo-5-chloropyridin-2-yl)oxy)-1-phenylethyl)carbamate BrC=1C(=NC=C(C1)Cl)OC[C@H](C1=CC=CC=C1)NC(OC(C)(C)C)=O